COC(C(C(F)(F)F)(F)F)(C(C(F)(F)F)(C(F)(F)F)F)F 3-methoxy-4-trifluoromethyldecafluoropentane